diisopropyl-titanium bis(acetoacetate) C(CC(=O)C)(=O)[O-].C(CC(=O)C)(=O)[O-].C(C)(C)[Ti+2]C(C)C